C(CC)OC(CCCCCCCCCCCCC)=O.ClC1=C(C=C(C=C1)F)C(=O)C1=C(C(=C(C=C1Br)NCC(F)F)[N+](=O)[O-])Br (2-chloro-5-fluorophenyl){2,6-dibromo-4-[(2,2-difluoroethyl)amino]-3-nitrophenyl}methanone propylmyristate